3,4-dimethoxy-phenyl-boronic acid COC=1C=C(C=CC1OC)B(O)O